(2s)-2-propyl-1-propanoate C(CC)[C@@H](C(=O)[O-])C